sulphuric acid, sodium salt [Na+].S([O-])([O-])(=O)=O.[Na+]